CN([C@H]1CN(CC1)C(=O)C=1C=C2C(=NNC2=CC1)C#CC1=C(C=CC=C1)C(=O)N1CCN(CC1)C)C (R)-(3-(Dimethylamino)pyrrolidin-1-yl)(3-((2-(4-methylpiperazine-1-carbonyl)phenyl)ethynyl)-1H-indazol-5-yl)methanone